[C@@H]12[C@H](C[C@H](CC1)C2)NC2=NC=CC(=N2)C2=CC1=C(N(N=C1C=C2)C)C(C)C N-((1r,2s,4r)-bicyclo[2.2.1]hept-2-yl)-4-(3-isopropyl-2-methyl-2H-indazol-5-yl)pyrimidin-2-amine